C(C=C)(=O)N1C[C@@H](CC1)N1N=C(C=2C1=NC=NC2N)C(=O)NC=2OC1=C(N2)C=C(C=C1)C#N (R)-1-(1-acryloylpyrrolidin-3-yl)-4-amino-N-(5-cyanobenzo[d]oxazol-2-yl)-1H-pyrazolo[3,4-d]pyrimidine-3-carboxamide